disodium 7-benzamido-4-hydroxy-3-[[4-[(4-sulphonatophenyl)azo]phenyl]azo]naphthalenesulphonate C(C1=CC=CC=C1)(=O)NC1=CC=C2C(=C(C=C(C2=C1)S(=O)(=O)[O-])N=NC1=CC=C(C=C1)N=NC1=CC=C(C=C1)S(=O)(=O)[O-])O.[Na+].[Na+]